[CH-]1C=C(C=C1)C(C(NCCC1=CC=CC=C1)=O)N(C(=O)C=1N=C(SC1)C#C)C1=CC=C(C=C1)C1=CN=CO1.[CH-]1C=CC=C1.[Fe+2] N-(1-(ferrocen-3-yl)-2-oxo-2-(phenethylamino)ethyl)-2-ethynyl-N-(4-(oxazol-5-yl)phenyl)thiazole-4-carboxamide